C(C)OP(=O)(OCC)[O-].C(CCCCCCC)[P+](CCCCCCCC)(CCCCCCCC)CCCCCCCC tetraoctyl-phosphonium diethyl-phosphate